BrC=1C=C(C(=NC1)C1=NC=2N(C=C1)N=C(N2)C(F)(F)F)SCC (5-bromo-3-(ethylsulfanyl)pyridin-2-yl)-2-(trifluoromethyl)-[1,2,4]triazolo[1,5-a]pyrimidine